N2-((3-exo)-8-(2-fluoroethyl)-8-azabicyclo[3.2.1]octan-3-yl)-N4-(5-methyl-1H-pyrazol-3-yl)quinazoline-2,4-diamine FCCN1C2CC(CC1CC2)NC2=NC1=CC=CC=C1C(=N2)NC2=NNC(=C2)C